FC=1C=C2C(C(=CNC2=C(C1F)F)C(=O)[O-])=O 6,7,8-trifluoro-4-oxo-1,4-dihydroquinoline-3-carboxylate